C1(CC(CC(C1)CCC(=O)OCCC(C)C)CCC(=O)OCCC(C)C)CCC(=O)OCCC(C)C tri(isopentyl) cyclohexane-1,3,5-tripropionate